C(#N)C(NC(=O)[C@@H]1[C@H]2C([C@H]2CN1C([C@H](C(C)(C)C)NC(C(F)(F)F)=O)=O)(C)C)C1=CC=CC=2N1C=CN2 (1R,2S,5S)-N-[cyano(imidazo[1,2-a]pyridin-5-yl)methyl]-3-[(2S)-3,3-dimethyl-2-[(2,2,2-trifluoroacetyl)amino]butanoyl]-6,6-dimethyl-3-azabicyclo[3.1.0]hexane-2-carboxamide